3-(7,8-dibenzyloxy-1-methyl-4-oxo-pyrazolo[4,3-c]quinolin-5-yl)-N-(2,4-difluorophenyl)propanamide C(C1=CC=CC=C1)OC=1C(=CC=2C3=C(C(N(C2C1)CCC(=O)NC1=C(C=C(C=C1)F)F)=O)C=NN3C)OCC3=CC=CC=C3